COC(=O)C1=CC=C(C2=CC=CC=C12)C(C)=O 4-acetyl-1-naphthoic acid methyl ester